tert-Butyl 2-chloro-6-[3-(2-dispiro[2.0.2.1]heptan-7-yl-2-oxo-ethoxy)pyrazol-1-yl]pyridine-3-carboxylate ClC1=NC(=CC=C1C(=O)OC(C)(C)C)N1N=C(C=C1)OCC(=O)C1C2(C13CC3)CC2